(7S)-2-Benzyl-7-methyl-3-[(3R)-pyrrolidin-3-yl]-3H,6H,7H,8H,9H-imidazo[4,5-f]chinolin C(C1=CC=CC=C1)C=1N(C=2C(=C3CC[C@@H](NC3=CC2)C)N1)[C@H]1CNCC1